(E)-1-[4-[(2R)-2-Hydroxy-3-[4-[(E)-3-oxo-3-phenylprop-1-enyl]phenoxy]propoxy]phenyl]-3-phenylprop-2-en-1-one O[C@@H](COC1=CC=C(C=C1)C(\C=C\C1=CC=CC=C1)=O)COC1=CC=C(C=C1)\C=C\C(C1=CC=CC=C1)=O